(S)-3,3,3-trifluoro-2-hydroxypropanoic acid FC([C@H](C(=O)O)O)(F)F